BrC=1C=CC(=C(C1)[N+]#[C-])C 5-BROMO-2-METHYL-PHENYLISOCYANIDE